2-amino-8-fluoro-N-[(8-methylimidazo[1,2-a]pyridin-2-yl)methyl]quinazoline-4-carboxamide NC1=NC2=C(C=CC=C2C(=N1)C(=O)NCC=1N=C2N(C=CC=C2C)C1)F